1-ethyl-(3-dimethylamino-propyl)methylamine C(C)CNCCCN(C)C